ClC1=CC(=NC(=N1)OC)N1C=C(OC(=C1)C)C 6-chloro-4-[cis-2,6-dimethyl-1,4-oxazin-4-yl]-2-methoxypyrimidine